1-Cyclopentyl-6-[(phenylthio)methyl]-1H-pyrazolo[3,4-d]pyrimidin-4(5H)-one C1(CCCC1)N1N=CC2=C1N=C(NC2=O)CSC2=CC=CC=C2